2-((5-cyclopropyl-1-oxo-2,7-naphthyridin-2(1H)-yl)methyl)imidazo[1,2-a]pyridine-6-carbaldehyde C1(CC1)C1=C2C=CN(C(C2=CN=C1)=O)CC=1N=C2N(C=C(C=C2)C=O)C1